4-(6-(4-(3H-imidazo[4,5-b]pyridin-7-yl)-1H-pyrazol-1-yl)pyridin-3-yl)-5,5,5-trifluoro-N-isopropylpentanamide N1=CNC2=NC=CC(=C21)C=2C=NN(C2)C2=CC=C(C=N2)C(CCC(=O)NC(C)C)C(F)(F)F